C1(CC1)S(=O)(=O)NC=1C=C(C=CC1)[C@H](CCN(C)C)NC(=O)C=1SC(=CN1)C1=NC(=CN=C1)OCC (S)-N-(1-(3-(cyclopropanesulfonylamino)phenyl)-3-(dimethylamino)propyl)-5-(6-ethoxypyrazin-2-yl)thiazole-2-carboxamide